1-[(3R)-3-methyl-3-{5-methyl-2-[trans-4-(trifluoromethyl)cyclohexyl]pyrazolo[1,5-a]pyrimidin-7-yl}piperidin-1-yl]ethan-1-one C[C@@]1(CN(CCC1)C(C)=O)C1=CC(=NC=2N1N=C(C2)[C@@H]2CC[C@H](CC2)C(F)(F)F)C